1,3-diacetyl-2-oxoindoline-6-carboxylic acid methyl ester COC(=O)C1=CC=C2C(C(N(C2=C1)C(C)=O)=O)C(C)=O